sodium (2-((3,5-dichlorophenyl)amino)-5-hydroxy-4-oxoquinazoline-3(4H)-yl)methyl phosphate P(=O)(OCN1C(=NC2=CC=CC(=C2C1=O)O)NC1=CC(=CC(=C1)Cl)Cl)([O-])[O-].[Na+].[Na+]